C(CCCCC)C(CO)CCCCCCCC 2-hexyl-1-Decyl alcohol